propynyl methylcarboxylate CC(=O)OC#CC